4,6-Dichloro-1,3,5-triazine-2-amine ClC1=NC(=NC(=N1)Cl)N